(S)-5-chloro-2-(4-((tetrahydrofuran-3-yl)amino)pyrido[3,4-d]pyridazin-1-yl)phenol ClC=1C=CC(=C(C1)O)C1=C2C(=C(N=N1)N[C@@H]1COCC1)C=NC=C2